ClC=1C=NC(=NC1)C=1C=C2C=CN(C(C2=CC1F)=O)CCC[C@H](C)NC=1C=NN(C(C1C(F)(F)F)=O)COCC[Si](C)(C)C (S)-6-(5-chloropyrimidin-2-yl)-7-fluoro-2-(4-((6-oxo-5-(trifluoromethyl)-1-((2-(trimethylsilyl)ethoxy)methyl)-1,6-dihydropyridazin-4-yl)amino)pentyl)isoquinolin-1(2H)-one